N-(4-(bicyclo[3.1.0]hexan-3-ylmethoxy)-3-fluorophenyl)-2-(pyrrolidin-1-yl)-5-(2,2,2-trifluoroethyl)oxazole-4-carboxamide C12CC(CC2C1)COC1=C(C=C(C=C1)NC(=O)C=1N=C(OC1CC(F)(F)F)N1CCCC1)F